(S)-11-cyclopentyl-4-ethyl-8-fluoro-4-hydroxy-9-(hydroxymethyl)-1,12-dihydro-14H-pyrano[3',4':6,7]indolizino[2,1-b]quinoline-3,6,14(4H,11H)-trione C1(CCCC1)N1C2=C(C(C3=CC(=C(C=C13)CO)F)=O)C1=CC3=C(C(N1C2)=O)COC([C@]3(O)CC)=O